CC1=NN(C(=C1C1=CN=NC(=C1)C)C)CC(=O)NC1=NC=C(C=C1)C1=NC=CN=C1 2-[3,5-dimethyl-4-(6-methylpyridazin-4-yl)pyrazol-1-yl]-N-(5-pyrazin-2-yl-2-pyridyl)acetamide